ClC=1C=C2C(=C(C=NC2=CC1)NC=1C=NC=NC1)NC1=C(C(=O)OC)C=CC=C1 methyl 2-[[6-chloro-3-(pyrimidin-5-ylamino)-4-quinolyl] amino]benzoate